6-(5-butyl-2-(4-methoxyphenyl)pyridin-3-yl)-1H-indole-3-carboxylic acid C(CCC)C=1C=C(C(=NC1)C1=CC=C(C=C1)OC)C1=CC=C2C(=CNC2=C1)C(=O)O